C(C)(C)(C)OC(N[C@@]1(CN(CC1)C=1C(=NC=C(C1C1=CC(=CC(=C1)F)F)Cl)C(N[C@@H](C)C1CC1)=O)C)=O ((S)-1-(5-chloro-2-(((S)-1-cyclopropylethyl)carbamoyl)-4-(3,5-difluorophenyl)pyridin-3-yl)-3-methylpyrrolidin-3-yl)carbamic acid tert-butyl ester